tert-Butyl 3-(4-(2-ethoxy-1,1-difluoro-2-oxoethoxy)-7-(oxazol-2-yl)benzo[d]oxazol-2-yl)-3,8-diazabicyclo[3.2.1]octane-8-carboxylate C(C)OC(C(OC1=CC=C(C2=C1N=C(O2)N2CC1CCC(C2)N1C(=O)OC(C)(C)C)C=1OC=CN1)(F)F)=O